5-bromo-N-(2-(2,6-dioxopiperidin-3-yl)-1,3-dioxoisoindolin-4-yl)valeramide tert-Butyl-3-((3-chloro-5-(2-hydroxypropan-2-yl)isoquinolin-8-yl)oxy)azetidine-1-carboxylate C(C)(C)(C)OC(=O)N1CC(C1)OC=1C=CC(=C2C=C(N=CC12)Cl)C(C)(C)O.BrCCCCC(=O)NC1=C2C(N(C(C2=CC=C1)=O)C1C(NC(CC1)=O)=O)=O